sodium (1r,2s,5s)-6,6-dimethyl-3-azabicyclo[3.1.0]hexane-2-carboxylate CC1([C@H]2CN[C@@H]([C@@H]12)C(=O)[O-])C.[Na+]